(E)-1-(Dec-1-en-1-yl)-5-methylpyridin-2(1H)-one C(=C\CCCCCCCC)/N1C(C=CC(=C1)C)=O